BrC1=CC=C2C(=NN(C2=C1)C1OCCCC1)C1=C(C(=C(C=C1)F)OC)F 6-Bromo-3-(2,4-difluoro-3-methoxyphenyl)-1-(tetrahydro-2H-pyran-2-yl)-1H-indazole